Oxygen phosphorus chloride P(Cl)(Cl)Cl.[O]